FC1=C(OP(=O)(OC2=CC=CC=C2)N[C@@H](C(C)C)C(=O)OCC)C(=C(C(=C1F)F)F)F ethyl ((perfluorophenoxy)(phenoxy)phosphoryl)-L-valinate